CC(/C=C/O)C(C)C 3,4-dimethyl-(2E)-penten-1-ol